1,7-dibenzyl-6-chloro-5-oxo-8-(3-(trifluoromethyl)phenyl)-1,2,3,5-tetrahydroimidazo[1,2-a]pyridine-3-carboxylic acid C(C1=CC=CC=C1)N1CC(N2C1=C(C(=C(C2=O)Cl)CC2=CC=CC=C2)C2=CC(=CC=C2)C(F)(F)F)C(=O)O